5-(4-iodo-1-methyl-1H-pyrazol-5-yl)-2H-tetrazole IC=1C=NN(C1C=1N=NNN1)C